2-(2-((2-(2,6-dioxopiperidin-3-yl)-1,3-dioxoisoindolin-4-yl)thio)ethoxy)acetic acid O=C1NC(CCC1N1C(C2=CC=CC(=C2C1=O)SCCOCC(=O)O)=O)=O